CC=1C=CC=C2C=CN(C12)C(CCCC(=O)N1CCOCC1)C1=NC=CC=C1C 7-methyl-N-(1-(3-methylpyridin-2-yl)-5-morpholino-5-oxopentyl)-1H-indole